N(=[N+]=[N-])CC[C@@H](C(=O)OC(C)(C)C)N(C)C(=O)OC(C)(C)C tert-butyl (S)-4-azido-2-((tert-butoxycarbonyl)(methyl)amino)butanoate